pteroyl-glutamine ethyl-1-(quinolin-5-yl)-5-(trifluoromethyl)-1H-pyrazole-4-carboxylate C(C)C1=NN(C(=C1C(=O)O)C(F)(F)F)C1=C2C=CC=NC2=CC=C1.C(C1=CC=C(NCC2=CN=C3N=C(N)NC(=O)C3=N2)C=C1)(=O)N[C@@H](CCC(N)=O)C(=O)O